ClC1=C(C=CC(=N1)C(=O)OC)C methyl 6-chloro-5-methyl-pyridine-2-carboxylate